6-methoxy-2-(pyrimidin-2-yl)-3,4-dihydroisoquinolin-1-one COC=1C=C2CCN(C(C2=CC1)=O)C1=NC=CC=N1